CC(=CCCC(=O)OCC(CO)(CO)CO)CCCC(CCCC(CCCC(C)C)C)C O-(5,9,13,17-tetramethyloctadeca-4-enoyl)pentaerythritol